bisundecanoic acid tellurium [Te].C(CCCCCCCCCC)(=O)O.C(CCCCCCCCCC)(=O)O